ClC=1C(=NC(=NC1)NC1CNCC1)C1=CNC2=CC=CC=C12 3-((5-chloro-4-(1H-indol-3-yl)pyrimidin-2-yl)amino)pyrrolidin